7-fluoro-2-((4S)-2-methoxy-4-((6-oxo-5-(trifluoromethyl)-1,6-dihydropyridazin-4-yl)amino)pentyl)-6-(5-(trifluoromethyl)pyrimidin-2-yl)isoquinolin-1(2H)-one FC1=C(C=C2C=CN(C(C2=C1)=O)CC(C[C@H](C)NC=1C=NNC(C1C(F)(F)F)=O)OC)C1=NC=C(C=N1)C(F)(F)F